3-(3-(3-fluoro-4-methyl-5-(7-(piperazin-1-yl)imidazo[1,2-a]pyridine-3-carboxamido)phenyl)-1,2,4-oxadiazol-5-yl)azetidine-1-carboxylic acid methyl ester COC(=O)N1CC(C1)C1=NC(=NO1)C1=CC(=C(C(=C1)NC(=O)C1=CN=C2N1C=CC(=C2)N2CCNCC2)C)F